(4aR,8aS)-6-[3-[2-Fluoro-2-(3-fluoro-4-methyl-phenyl)vinyl]azetidine-1-carbonyl]-4,4a,5,7,8,8a-hexahydropyrido[4,3-b][1,4]oxazin-3-one FC(=CC1CN(C1)C(=O)N1C[C@@H]2[C@@H](OCC(N2)=O)CC1)C1=CC(=C(C=C1)C)F